CC1(OB(OC1(C)C)C1=CC=CC=2SC(=CC21)NC(OC(C)(C)C)=O)C tert-butyl (4-(4,4,5,5-tetramethyl-1,3,2-dioxaborolan-2-yl)benzo[b]thiophen-2-yl)carbamate